NC1=CC(=NC2=CC=C(C=C12)OCC(C(=O)OC(C)(C)C)O[Si](C)(C)C(C)(C)C)Cl tert-butyl 3-((4-amino-2-chloroquinolin-6-yl)oxy)-2-((tert-butyldimethylsilyl)oxy)propanoate